[Cr].O water chromium salt